(1R,2S,5S)-3-(5H-[1,3]dioxolo[4,5-f]indole-6-carbonyl)-6,6-dimethyl-N-((S)-1-oxo-3-((S)-2-oxopyrrolidin-3-yl)propan-2-yl)-3-azabicyclo[3.1.0]hexane-2-carboxamide O1COC=2C1=CC=1C=C(NC1C2)C(=O)N2[C@@H]([C@H]1C([C@H]1C2)(C)C)C(=O)N[C@H](C=O)C[C@H]2C(NCC2)=O